2-Fluoro-4-[[4-[3-[2-[(5-methyltetrazol-2-yl)methyl]-4-(trifluoromethyl)phenyl]propanoyl]piperazin-1-yl]methyl]benzenesulfonamide FC1=C(C=CC(=C1)CN1CCN(CC1)C(CCC1=C(C=C(C=C1)C(F)(F)F)CN1N=C(N=N1)C)=O)S(=O)(=O)N